FC1=CC=C(C=C1)COC1=CC(N(C=C1)C1=CC=C2C=C3N(C2=C1)NCC(CC3)C)=O 4-[(4-fluorophenyl)methoxy]-1-(3-methyl-2,3,4,5-tetrahydro-1H-diazepino[1,7-a]indol-9-yl)pyridin-2(1H)-one